(S)-7-chloro-5-(2-methylazetidin-1-yl)pyrido[3,4-b]pyrazine-2-carbaldehyde ClC1=CC=2C(=NC=C(N2)C=O)C(=N1)N1[C@H](CC1)C